BrC1=NN=C(S1)N1CCC(CC1)C(=O)OCC ethyl 1-(5-bromo-1,3,4-thiadiazol-2-yl)piperidine-4-carboxylate